CC1(OB(OC1(C)C)C=1C=NC=C(C=O)C1)C 5-(4,4,5,5-tetramethyl-1,3,2-dioxaborolan-2-yl)nicotinaldehyde